5-methoxy-3,4-dihydro-1H-1,8-naphthyridin-2-one COC1=C2CCC(NC2=NC=C1)=O